O1[SiH2]O[SiH2]O[SiH2]O[SiH2]1 cyclotetrasilox-ane